Pentadecyl 3,5-dihydroxyphenylacetate OC=1C=C(C=C(C1)O)CC(=O)OCCCCCCCCCCCCCCC